C(=O)O.CC1=NC=NC=C1C(=O)NCC=1C=C2C(=C(NC2=CC1)C=1N(C=CN1)C)C 4-methyl-N-[[3-methyl-2-(1-methylimidazol-2-yl)-1H-indol-5-yl]methyl]pyrimidine-5-carboxamide formate